(3s,4s)-(4-fluoro-3-(6-oxo-1,6-dihydropyridin-3-yl)piperidin-1-yl)propanamide F[C@@H]1[C@H](CN(CC1)C(C(=O)N)C)C1=CNC(C=C1)=O